ClC1=C(OC2CCN(CC2)C(CNC(=O)C2=NNC(=C2)C2=C(C=CC=C2)F)=O)C=CC=C1 5-(2-Fluoro-phenyl)-1H-pyrazole-3-carboxylic acid {2-[4-(2-chloro-phenoxy)-piperidin-1-yl]-2-oxoethyl}-amide